2-((cyclopropylmethyl)amino)-5-(3-(2-oxoindolin-6-yl)-1,2,4-oxadiazol-5-yl)benzonitrile C1(CC1)CNC1=C(C#N)C=C(C=C1)C1=NC(=NO1)C1=CC=C2CC(NC2=C1)=O